{3-[({2-isopropyl-1-[(2E)-3-phenyl-2-propen-1-yl]-1H-pyrrole-3-yl}carbonyl)amino]-4-(Trifluoromethyl)phenyl}acetic acid C(C)(C)C=1N(C=CC1C(=O)NC=1C=C(C=CC1C(F)(F)F)CC(=O)O)C\C=C\C1=CC=CC=C1